ethyl 2-methyl-2-(4-methyl-1H-pyrazol-1-yl)propanoate CC(C(=O)OCC)(C)N1N=CC(=C1)C